5-oxopyrrolidine-1,2-dicarboxamide O=C1CCC(N1C(=O)N)C(=O)N